C(C)C=1C=NN2C1N=C(C=C2NCC=2C=NC(=CC2)OCCCN2CCNCC2)N2[C@H](CCCC2)CCO 2-[(2R)-1-[3-ethyl-7-[[6-(3-piperazin-1-ylpropoxy)-3-pyridyl]methylamino]pyrazolo[1,5-a]pyrimidin-5-yl]-2-piperidyl]ethanol